({3-nitro-4-[(tetrahydro-2H-pyran-4-ylmethyl)amino]phenyl}sulfonyl)-2-(1H-pyrrolo[2,3-b]pyridin-5-yloxy)-benzamide [N+](=O)([O-])C=1C=C(C=CC1NCC1CCOCC1)S(=O)(=O)C=1C(=C(C(=O)N)C=CC1)OC=1C=C2C(=NC1)NC=C2